O-(1H-benzotriazol-1-yl)-1,1,3,3-tetramethyluronium hexafluorophosphate F[P-](F)(F)(F)(F)F.N1(N=NC2=C1C=CC=C2)OC(=[N+](C)C)N(C)C